tert-butyl-(1R,2S)-2-[1-tert-butoxycarbonyl-3-[[5-methoxy-6-(1,4-oxazepan-4-yl)pyrimidin-4-yl]amino]indazol-6-yl]-5'-methoxy-2'-oxo-spiro[cyclopropane-1,3'-indoline] C(C)(C)(C)N1C([C@@]2(C3=CC(=CC=C13)OC)[C@@H](C2)C2=CC=C1C(=NN(C1=C2)C(=O)OC(C)(C)C)NC2=NC=NC(=C2OC)N2CCOCCC2)=O